2-[2-(5-methylfuran-2-yl)ethenyl]-4,6-bis-(trichloromethyl)-1,3,5-triazine butyl-p-trifluoromethylbenzoate C(CCC)OC(C1=CC=C(C=C1)C(F)(F)F)=O.CC1=CC=C(O1)C=CC1=NC(=NC(=N1)C(Cl)(Cl)Cl)C(Cl)(Cl)Cl